tert-butyl (S)-(11-(4-fluorophenyl)-6,8-dioxo-10-(trifluoromethyl)-3,4,7,8-tetrahydro-2H,6H-[1,4]thiazepino[2,3,4-ij]quinazolin-3-yl)carbamate FC1=CC=C(C=C1)C1=C(C=C2C(NC(N3C2=C1SC[C@H](C3)NC(OC(C)(C)C)=O)=O)=O)C(F)(F)F